1,1-Dimethyl-5-((trifluoromethyl)sulfonyl)-3,3a,4,5-tetrahydro-1H-isochromeno[4,5-cd]azepine CC1(OCC2CN(C=CC3=C2C1=CC=C3)S(=O)(=O)C(F)(F)F)C